benzo-1,2,3-thiadiazole S1N=NC2=C1C=CC=C2